BrC=1C=C2C=C(NC2=C(C1)N1CCCC1)C 5-bromo-2-methyl-7-(pyrrolidin-1-yl)-1H-indole